C(C)(C)(C)OC(N[C@H](C(=O)NC=1C(N(C=CC1)CC1=NC2=C(N1)C(=CC=C2)C(C(C)(C)C)O)=O)CC\C=C\C(=O)N(C)C)=O tert-Butyl-((2S,E)-7-(dimethylamino)-1-((1-((7-(1-hydroxy-2,2-dimethylpropyl)-1H-benzo[d]imidazol-2-yl)methyl)-2-oxo-1,2-dihydropyridin-3-yl)amino)-1,7-dioxohept-5-en-2-yl)carbamat